1-(4-(2-chlorophenyl)-3,4-dihydroquinoxalin-1(2H)-yl)-2-(piperidin-1-yl)ethane ClC1=C(C=CC=C1)N1CCN(C2=CC=CC=C12)CCN1CCCCC1